N-(4-(5-(2-(4,4-difluoropiperidin-1-yl)-6-methylpyrimidin-4-yl)-1,3,4-oxadiazol-2-yl)-3-(6-azaspiro[2.5]octan-6-yl)phenyl)-1-hydroxypropane-2-sulfonamide FC1(CCN(CC1)C1=NC(=CC(=N1)C1=NN=C(O1)C1=C(C=C(C=C1)NS(=O)(=O)C(CO)C)N1CCC2(CC2)CC1)C)F